1-({4-fluoro-5-[(2-fluoro-4-iodophenyl)amino]-1-methyl-1H-benzimidazol-6-yl}carbonyl)-3-piperidin-2-ylazetidin-3-ol acetate salt C(C)(=O)O.FC1=C(C(=CC=2N(C=NC21)C)C(=O)N2CC(C2)(O)C2NCCCC2)NC2=C(C=C(C=C2)I)F